dimethylsilyl-bis(ethylindenyl)zirconium dichloride [Cl-].[Cl-].C[SiH](C)[Zr+2](C1C(=CC2=CC=CC=C12)CC)C1C(=CC2=CC=CC=C12)CC